O=C1N(CC2=C1C=NC(=C2)N2CCNCC2)C2C(NC(CC2)=O)=O 3-(3-oxo-6-(piperazin-1-yl)-1,3-dihydro-2H-pyrrolo[3,4-c]pyridin-2-yl)piperidine-2,6-dione